2-bromo-3'-bromoacetophenone BrCC(=O)C1=CC(=CC=C1)Br